monoformyl-monovinyl-deuteroporphyrin C(=O)N1C2=C(C(=C1C=C1C=CC(C=C3C=CC(=CC=4C=CC(=C2)N4)N3)=N1)[2H])C=C